Bis[2-(vinyloxy)ethyl]ether C(=C)OCCOCCOC=C